2-(2,6-dimethylphenyl)thiophene CC1=C(C(=CC=C1)C)C=1SC=CC1